Keto-gluconic acid potassium salt [K+].O=C([C@H](O)[C@@H](O)[C@H](O)[C@H](O)CO)[O-]